N[13C@@H]([13CH]([13CH3])[13CH3])[13C](=O)O Valine-13C5